Cl.C(C)OC1=C(C(=CC(=C1)CN1CCC2(CN(C(O2)=O)C2=CC=C(C(=O)O)C=C2)CC1)OCC)C1=CC=C(C=C1)F 4-(8-((2,6-diethoxy-4'-fluoro-[1,1'-biphenyl]-4-yl)methyl)-2-oxo-1-oxa-3,8-diazaspiro[4.5]decan-3-yl)benzoic acid hydrochloride